FC=1C=CC(=C(C1)CC(=O)OC(C)(C)C)NC(C1=CC(=C(C=C1)N1[C@H](CCCC1)C)[N+](=O)[O-])=O tert-butyl (S)-2-(5-fluoro-2-(4-(2-methylpiperidin-1-yl)-3-nitrobenzamido) phenyl)acetate